2-(3-(3-amino-4-(6-(1-methyl-1H-pyrazol-4-yl)imidazo[1,2-b]pyridazin-8-yl)-1H-pyridin-1-yl)-1-(ethylsulfonyl)azetidin-3-yl)acetonitrile NC=1CN(C=CC1C=1C=2N(N=C(C1)C=1C=NN(C1)C)C=CN2)C2(CN(C2)S(=O)(=O)CC)CC#N